C(#N)C1=C(C=C(C=C1)N1C(OC(C1)COC1=CC=C(C=C1)NC(=O)C1NCCC1)C(F)(F)F)C(F)(F)F N-(4-((3-(4-Cyano-3-(trifluoromethyl)phenyl)-2-(trifluoromethyl)oxazolidin-5-yl)methoxy)phenyl)pyrrolidin-2-carboxamid